4-methylol-1,3-dioxolane C(O)C1OCOC1